4-(2-(1-(1-(3-isopropyl-1,2,4-oxadiazol-5-yl)piperidin-4-yl)ethoxy)thiazolo[5,4-b]pyridin-5-yl)pyridin-2(1H)-on C(C)(C)C1=NOC(=N1)N1CCC(CC1)C(C)OC=1SC2=NC(=CC=C2N1)C1=CC(NC=C1)=O